OC(CCCCCCCCC(=O)O)CCCCCCCCCC 10-Hydroxy-icosanoic acid